Anisylacetat C(C1=CC=C(C=C1)OC)CC(=O)[O-]